ClC1=C(C=CC(=C1)Cl)CNC1=NN2C(NC(=CC2=O)CC(F)(F)F)=N1 2-[(2,4-dichlorophenyl)meth-ylamino]-5-(2,2,2-trifluoro-ethyl)-4H-[1,2,4]triazolo[1,5-a]pyrimidin-7-one